fluorosulfonyl-tetrafluoroethyl-(monochloro trifluoroethyl) ether FS(=O)(=O)C(C(F)(F)F)(F)C(C(F)(F)F)(Cl)OC(C(F)(F)F)(C(C(F)(F)F)(S(=O)(=O)F)F)Cl